tris-(2-chloro-1-methylethyl) phosphate P(=O)(OC(CCl)C)(OC(CCl)C)OC(CCl)C